1-[3-acetyl-6-[5-[(6-methylpyridazin-3-yl)amino]benzimidazol-1-yl]-2-pyridinyl]-4-bromo-pyrazole-3-carbonitrile C(C)(=O)C=1C(=NC(=CC1)N1C=NC2=C1C=CC(=C2)NC=2N=NC(=CC2)C)N2N=C(C(=C2)Br)C#N